6-chloro-7-methoxy-2-methyl-3-(4-(4-(trifluoromethoxy)phenoxy) phenyl)quinolin-4-yl hexadecyl carbonate C(OC1=C(C(=NC2=CC(=C(C=C12)Cl)OC)C)C1=CC=C(C=C1)OC1=CC=C(C=C1)OC(F)(F)F)(OCCCCCCCCCCCCCCCC)=O